N-{[(3S)-pyrrolidin-3-yl]Methyl}carbamic acid tert-butyl ester C(C)(C)(C)OC(NC[C@@H]1CNCC1)=O